O1C=CN=CN=CN=CC=C1 [1,4,6,8]oxatriazacycloundecine